5-Chloro-6'-(((1S,3S)-3-((5-chloropyrazin-2-yl)amino)cyclopentyl)amino)-2H-[1,3'-bipyridin]-2-one ClC=1C=CC(N(C1)C=1C=NC(=CC1)N[C@@H]1C[C@H](CC1)NC1=NC=C(N=C1)Cl)=O